N1(C=NC=C1)C=1N=C(C2=C(N1)C=CN2)C(=O)NC=2C=NC(=CC2)OCCN2CCOCC2 2-(1H-imidazol-1-yl)-N-(6-(2-morpholinoethoxy)pyridin-3-yl)-5H-pyrrolo[3,2-d]pyrimidine-4-carboxamide